6-(3-(6,6-difluoro-2-azaspiro[3.3]heptane-2-carbonyl)pyrazolo[1,5-a]pyridin-7-yl)isoindolin-1-one FC1(CC2(CN(C2)C(=O)C=2C=NN3C2C=CC=C3C3=CC=C2CNC(C2=C3)=O)C1)F